BrC=1C=C2C=CN(C(C2=CC1F)=O)CC[C@@H]([C@H](C)NC(OCC1=CC=CC=C1)=O)O[Si](C)(C)C(C)(C)C Benzyl ((2S,3S)-5-(6-bromo-7-fluoro-1-oxoisoquinolin-2(1H)-yl)-3-((tert-butyldimethylsilyl)oxy)pentan-2-yl)carbamate